C(C)C1=C(C(=O)NCCNC(=O)C2CCNCC2)C=CC(=C1)NC=1C=2N(C=CN1)C(=CN2)C=2C(=NNC2)C(F)(F)F N-(2-(2-ethyl-4-((3-(3-(trifluoromethyl)-1H-pyrazol-4-yl)imidazo[1,2-a]pyrazin-8-yl)amino)benzamido)ethyl)piperidine-4-carboxamide